C(C=C(C)C)\C=C\C(=C)C trans-prenyl-3-methyl-butadiene